CCCCCC/C=C\CCCCCCCC(=O)NCCO Palmitoleoyl-Ethanolamine